N-(4-(benzylamino)-2-(4-cyano-2-methyl-1H-indol-1-yl)pyrrolo[2,1-f][1,2,4]triazin-7-yl)cyclopropanecarboxamide C(C1=CC=CC=C1)NC1=NC(=NN2C1=CC=C2NC(=O)C2CC2)N2C(=CC1=C(C=CC=C21)C#N)C